N-(2-(2-(3-fluoro-4-(4-(2-fluoroethyl)piperazin-1-yl)anilino)-5-methoxypyrimidin-4-ylamino)phenyl)acrylamide FC=1C=C(NC2=NC=C(C(=N2)NC2=C(C=CC=C2)NC(C=C)=O)OC)C=CC1N1CCN(CC1)CCF